ClCC1=CC=C(C=C1)S(=N)C 1-(Chloromethyl)-4-(S-methylsulfinimidoyl)benzene